3-(2-(Acetoxy(cyclopropyl)methoxy)-2,2-diphenylacetoxy)spiro[bicyclo[3.2.1]octane-8,1'-pyrrolidin]-8-ium acetate C(C)(=O)[O-].C(C)(=O)OC(OC(C(=O)OC1CC2CCC(C1)[N+]21CCCC1)(C1=CC=CC=C1)C1=CC=CC=C1)C1CC1